E-farnesyl phenyl sulfone C1(=CC=CC=C1)S(=O)(=O)C\C=C(/C)\CCC=C(C)CCC=C(C)C